(RS)-1-methylhexyl (5-chloroquinolin-8-yloxy)acetate ClC1=C2C=CC=NC2=C(C=C1)OCC(=O)O[C@@H](CCCCC)C |r|